γ-propylamine hydrochloride Cl.CCCN